ClC1=C2N(C(C(=N1)NCC1COCC1)=O)[C@@H](CC2)C(=O)O (6S)-1-chloro-4-oxo-3-(((tetrahydrofuran-3-yl)methyl)amino)-4,6,7,8-tetrahydropyrrolo[1,2-a]pyrazine-6-carboxylic acid